C(C)OC(CC(C)=O)OCC 4,4-diethoxybutanone